undecaprenylglucose C(C=C(C)C)C([C@]([C@]([C@@]([C@](C(=O)CC=C(C)C)(OCC=C(C)C)CC=C(C)C)(OCC=C(C)C)CC=C(C)C)(OCC=C(C)C)CC=C(C)C)(OCC=C(C)C)CC=C(C)C)(O)CC=C(C)C